Racemic-N-allyl-N-isopropyl-N-methylbenzenaminium bromide [Br-].C(C=C)[N@+](C1=CC=CC=C1)(C)C(C)C |r|